BrC=1C=CC=2C=3N(C(=NC2C1)Cl)N=C(N3)C(F)(F)F 8-bromo-5-chloro-2-trifluoromethyl-1,2,4-triazolo[1,5-c]quinazoline